COC1=C(C(=O)C=2C(=C(C=CC2)P(C2=CC=CC=C2)=O)C(C2=C(C=CC=C2OC)OC)=O)C(=CC=C1)OC bis(2,6-dimethoxybenzoyl)diphenyl-phosphine oxide